Bromo-4-chloro-2-(ethylsulfanyl)-8-fluoro-6-iodoquinoline BrC=1C(=NC2=C(C=C(C=C2C1Cl)I)F)SCC